FC(C1=C(\C=C\2/OC3=C(C2=O)C(=CC(=C3C3CCN(CC3)C)OC)OC)C(=CC=C1)C(F)(F)F)(F)F (Z)-2-[2,6-bis(trifluoromethyl)benzylidene]-4,6-dimethoxy-7-(1-methylpiperidin-4-yl)benzofuran-3(2H)-one